CC(C(CO)C1=CC=CC=C1)(C=C)C 3,3-dimethyl-2-phenyl-pent-4-en-1-ol